COC(C1CN(C1)C1=CC=C(C(=C1)NC)N)OC 5-(3-(dimethoxymethyl)azetidin-1-yl)-N1-methylbenzene-1,2-diamine